ClC1=CC=C(C(=N1)C(=O)O)N[C@H](C)C=1C=C(C=C2C(N(C(=NC12)C1=NC=C(C=C1)F)C)=O)F (R)-6-chloro-3-((1-(6-fluoro-2-(5-fluoropyridin-2-yl)-3-methyl-4-oxo-3,4-dihydroquinazolin-8-yl)ethyl)amino)pyridinecarboxylic acid